CN(CC(=O)N1CCC(CC1)N1C(NC2=C1C=C(C(=C2)C=2C=C(C=1N(C2)N=CN1)C)C)=O)C 1-(1-(Dimethylglycyl)piperidin-4-yl)-6-methyl-5-(8-methyl-[1,2,4]triazolo[1,5-a]pyridin-6-yl)-1,3-dihydro-2H-benzo[d]imidazol-2-on